(4-bromophenyl)-2-(4-((6,7-dimethoxyquinazolin-4-yl)oxy)-2,6-difluorophenyl)-2-oxoacetamide BrC1=CC=C(C=C1)NC(C(=O)C1=C(C=C(C=C1F)OC1=NC=NC2=CC(=C(C=C12)OC)OC)F)=O